N1=C2C(C=C1)=CC1=CC=CC=C12 indeno[1,2-b]pyrrole